N-(carboxymethyl)-N'-(cyanomethyl)-N,N'-ethylenedi-glycine C(=O)(O)CN(CC(=O)O)CCN(CC(=O)O)CC#N